NC1=NN2C(C=C(C=C2)C=2C=C(C(=NC2C)OC)C(=O)NCC2=C(C=CC=C2F)OCC2CC2)=N1 5-{2-amino-[1,2,4]triazolo-[1,5-a]pyridin-7-yl}-N-{[2-(cyclopropylmethoxy)-6-fluorophenyl]methyl}-2-methoxy-6-methylpyridine-3-carboxamide